C(C)OP(=O)(Cl)Cl ethoxyphosphoryl dichloride